ClC1=C(C=C(C=C1)C1=CC(=CC=C1)[C@H]1CNCCO1)C[C@@H](C(=O)NC1=CC=C(C=C1)C=1N(C=NC1)C)NC(=O)C=1N(N=CC1)C N-[(1S)-1-[[2-chloro-5-[3-[(2S)-morpholin-2-yl]phenyl]phenyl]methyl]-2-[4-(3-methylimidazol-4-yl)anilino]-2-oxo-ethyl]-2-methyl-pyrazole-3-carboxamide